(2S,3S,4R,5R)-2-((R)-7-chloro-1,3,4,5-tetrahydrobenzo[c]oxepin-1-yl)-5-(4-methyl-7H-pyrrolo[2,3-d]pyrimidin-7-yl)tetrahydrofuran-3,4-diol ClC1=CC2=C([C@@H](OCCC2)[C@H]2O[C@H]([C@@H]([C@@H]2O)O)N2C=CC3=C2N=CN=C3C)C=C1